O1CC(=CC2=CC=CC=C12)[NH-] chromen-3-yl-amide